OCC(CO)N1C[C@H](CCC1)N1N=CC(=C1C)C=1C=C(C=2N(C1)N=CC2C#N)O[C@H](C)C2=NC=C(C=C2)F 6-(1-((S)-1-(1,3-dihydroxypropan-2-yl)piperidin-3-yl)-5-methyl-1H-pyrazol-4-yl)-4-((R)-1-(5-fluoropyridin-2-yl)eth-oxy)pyrazolo[1,5-a]pyridine-3-carbonitrile